BrC1=C(C=C2C(=NC(=NC2=C1F)OCC1(CC1)CN1CCOCC1)N1C[C@H]2CC[C@@H](C1)N2C(=O)OC(C)(C)C)C(F)(F)F tert-butyl (1R,5S)-3-(7-bromo-8-fluoro-2-((1-(morpholinomethyl)cyclopropyl)methoxy)-6-(trifluoromethyl)quinazolin-4-yl)-3,8-diazabicyclo[3.2.1]octane-8-carboxylate